C[C@](CC(=O)O)(CC(=O)SCCNC(=O)CCNC(=O)C(C(C)(C)COP(=O)(O)OP(=O)(O)OC[C@@H]1[C@H]([C@H]([C@@H](O1)N2C=NC3=C(N=CN=C32)N)O)OP(=O)(O)O)O)O hydroxymethylglutaryl-coenzyme a